ethyl 5-[3-(3,5-dimethyl-1H-pyrazol-4-yl) pyrazolo[1,5-a]pyridin-5-yl]furan-3-carboxylate CC1=NNC(=C1C=1C=NN2C1C=C(C=C2)C2=CC(=CO2)C(=O)OCC)C